C(C1=C(C(=CC(=C1)CC)C(C)(C)C)O)C1=C(C(=CC(=C1)CC)C(C)(C)C)O 2,2'-methylenebis[6-(1,1-dimethylethyl)-4-ethylphenol]